CC(C(C)C)=O isopentanone